3-amino-N-(2,6-difluorobenzyl)-6-(1-(2-hydroxypropyl)-6-oxo-1,6-dihydropyridin-3-yl)-5-(oxazol-2-yl)pyrazine-2-carboxamide NC=1C(=NC(=C(N1)C=1OC=CN1)C1=CN(C(C=C1)=O)CC(C)O)C(=O)NCC1=C(C=CC=C1F)F